2,2'-((((2-(3-(2-((cyanomethyl)(2-((cyanomethyl)amino)ethyl)amino)ethyl)-2-oxoimidazolidin-1-yl)ethyl)azanediyl)bis(ethane-2,1-diyl))bis(azanediyl))diacetonitrile C(#N)CN(CCN1C(N(CC1)CCN(CCNCC#N)CCNCC#N)=O)CCNCC#N